ClC=1C(=NC(=NC1)N[C@@H]1C[C@H]2CO[C@@H]([C@H]1O)O2)C=2C=C(C1=C(N(C(=N1)N1C(OC[C@H]1C)=O)C(C)C)C2)F (R)-3-(6-(5-chloro-2-(((1S,3R,4S,5R)-4-hydroxy-6,8-dioxabicyclo[3.2.1]octan-3-yl)amino)pyrimidin-4-yl)-4-fluoro-1-isopropyl-1H-benzo[d]imidazol-2-yl)-4-methyloxazolidin-2-one